5-ethoxy-4-benzylthio-3-chloro-2(5H)furanone C(C)OC1C(=C(C(O1)=O)Cl)SCC1=CC=CC=C1